7-methoxy-2-methyl-quinazolin-4-amine COC1=CC=C2C(=NC(=NC2=C1)C)N